N-(1-(1-(difluoromethyl)-1H-benzo[d]imidazol-2-yl)piperidin-4-yl)-1-methyl-3-(3-(trifluoromethyl)phenyl)-1H-indazol-6-amine FC(N1C(=NC2=C1C=CC=C2)N2CCC(CC2)NC2=CC=C1C(=NN(C1=C2)C)C2=CC(=CC=C2)C(F)(F)F)F